FC1(CN(C[C@@H](C1)N1C(OCCC1)=O)C(=O)OC(C)(C)C)F tert-butyl (5R)-3,3-difluoro-5-(2-oxo-1,3-oxazinan-3-yl)piperidine-1-carboxylate